Diethyl 2,4-Pyridinedicarboxylate N1=C(C=C(C=C1)C(=O)OCC)C(=O)OCC